O1C(=CC=C1)C=1C=CC(=C(C1)NC1=NC=NC2=CC(=C(C=C12)OC1CCN(CC1)C(\C=C\C1N(CCC1)C)=O)OC)OC (E)-1-(4-((4-((5-(furan-2-yl)-2-methoxyphenyl)amino)-7-methoxyquinazolin-6-yl)oxy)piperidin-1-yl)-3-(1-methylpyrrolidin-2-yl)prop-2-en-1-one